C(C)C1CN(CCN1)C=1N=NC(=CN1)C1=C(C=C(C=C1)C=1C=NN(C1)C([2H])([2H])[2H])O 2-[3-(3-ethylpiperazin-1-yl)-1,2,4-triazin-6-yl]-5-[1-(2H3)methyl-1H-pyrazol-4-yl]phenol